acetamido-5-fluoro-1H-pyrazole-3-carboxylic acid methyl ester COC(=O)C1=NN(C(=C1)F)NC(C)=O